C(C)OC=1C=C(C=2N(C1)N=C1C2C=NN1)C=1C=CC(=NC1)N1C[C@@H]2C([C@@H]2C1)N=CC=1C=NC(=CC1)OC (1R,5S,6S)-3-(5-(6-ethoxy-1H-pyrazolo[3',4':3,4]pyrazolo[1,5-a]pyridin-4-yl)pyridin-2-yl)-N-((6-methoxypyridin-3-yl)methylene)-3-azabicyclo[3.1.0]-6-hexylamine